(2R,4S)-tert-butyl 4-(8-bromo-6-chloro-3,4-dihydroquinolin-1(2H)-yl)-2-(((tert-butyldimethylsilyl)oxy)methyl)pyrrolidine-1-carboxylate BrC=1C=C(C=C2CCCN(C12)[C@H]1C[C@@H](N(C1)C(=O)OC(C)(C)C)CO[Si](C)(C)C(C)(C)C)Cl